O1C(=NCC1)CCC(=O)OC methyl 3-(4,5-dihydrooxazol-2-yl)propanoate